2-(4-((4-(3-((6-(2-aminopyrimidine-5-carboxamido)-8-methoxy-3,4-dihydro-2H-pyrimido[1,2-c]quinazolin-9-yl)oxy)propyl)piperazine-1-carbonyl)oxy)-2-fluorophenyl)acetic acid NC1=NC=C(C=N1)C(=O)NC1=NC=2C(=C(C=CC2C=2N1CCCN2)OCCCN2CCN(CC2)C(=O)OC2=CC(=C(C=C2)CC(=O)O)F)OC